C(C1=CC=CC=C1)N1CCC(CC1)CCNC(=O)N1CCN(CC1)C1=CC(=C(C(=C1)F)F)F N-[2-(1-benzylpiperidin-4-yl)ethyl]-4-(3,4,5-trifluorophenyl)piperazine-1-carboxamide